N1(CCC1)C(=O)NC=1SC(=CN1)C(=O)NC1=C(C=C(C(=C1)C(NCC1(CCC1)F)=O)F)C 2-(Azetidine-1-carbonylamino)-N-[4-fluoro-5-[(1-fluorocyclobutyl)methylcarbamoyl]-2-methylphenyl]-1,3-thiazole-5-carboxamide